C(C)(C)(C)OC([C@@H](CC=1C=C(C(=O)O)C=CC1)[C@@H]1CN(CC1)C(=O)OC(C)(C)C)=O 3-((S)-3-(tert-butoxy)-2-((R)-1-(tert-butoxycarbonyl)pyrrolidin-3-yl)-3-oxopropyl)benzoic acid